ClC=1C=C(C=C(C1F)Cl)[C@@]1(CC(=NO1)C1=CC(=C(C(=O)NC=2C(N(OC2)CC)=O)C=C1)C)C(F)(F)F 4-[(5S)-5-(3,5-dichloro-4-fluorophenyl)-4,5-dihydro-5-(trifluoromethyl)-3-isoxazolyl]-N-[(4R)-2-ethyl-3-oxo-4-isoxazolyl]-2-methylbenzamide